C(C)(=O)OCC\C=C\CCC\C=C/C\C=C/CC (E,Z,Z)-3,8,11-Tetradecatrienyl acetate